Cl.Cl.FC=1C=C(C=NC1)[C@H](CNC(CC1CCN(CC1)C(C(C)(C)C)=O)(C)C)O (R)-1-(4-(2-((2-(5-Fluoropyridin-3-yl)-2-hydroxyethyl)amino)-2-methylpropyl)piperidin-1-yl)-2,2-dimethylpropan-1-one dihydrochloride